2-(1-methoxypropan-2-yl)-6-phenyl-N4-(pyridin-4-yl)-1,3,5-triazine-2,4-diamine COCC(C)C1(NC(=NC(=N1)NC1=CC=NC=C1)C1=CC=CC=C1)N